C(C)N1NC(C2=CC(=CC=C2C1=O)F)=O 3-ethyl-7-fluoro-2H-phthalazine-1,4-dione